BrC1=CC2=C(OC3=C2C=CC(=C3)Cl)C=C1 2-bromo-7-chlorodibenzo[b,d]Furan